(R)-2,4,6-trimethylbenzenesulfinamide CC1=C(C(=CC(=C1)C)C)[S@@](=O)N